{1-[1-methyl-4-(trifluoromethyl)imidazol-2-yl]piperidin-4-yl}methanol CN1C(=NC(=C1)C(F)(F)F)N1CCC(CC1)CO